tert-Butyl-4-(3-amino-1H-indazol-5-yl)-5,7,8,9-tetrahydro-6H-pyrrolo[2,3-b:4,5-c']dipyridine-6-carboxylate C(C)(C)(C)OC(=O)N1CC2=C(CC1)NC1=NC=CC(=C12)C=1C=C2C(=NNC2=CC1)N